ClC1=CC(=C(C=C1F)C(C)(C)O)NC1=NC(=NC=C1)Cl 2-(4-chloro-2-((2-chloropyrimidin-4-yl)amino)-5-fluorophenyl)propan-2-ol